(4S)-methyl 4,5-diamino-5-oxopentanoate hydrochloride Cl.N[C@@H](CCC(=O)OC)C(=O)N